4-(methoxycarbonyl)-5-tert-butoxy-5-oxopentanoic acid COC(=O)C(CCC(=O)O)C(=O)OC(C)(C)C